methyl 5-(4,4-difluorocyclohex-1-en-1-yl)-4-hydroxypyridine-2-carboxylate FC1(CC=C(CC1)C=1C(=CC(=NC1)C(=O)OC)O)F